O1CCN(CC1)C=1C2=C(N=CN1)N(C(=C2)C2CCC(CC2)NCC2=NC=CC(=C2)CN2C[C@@H](CCC2)NC(OC(C)(C)C)=O)COCC[Si](C)(C)C tert-butyl (R)-(1-((2-(((4-(4-morpholino-7-((2-(trimethylsilyl)ethoxy)methyl)-7H-pyrrolo[2,3-d]pyrimidin-6-yl)cyclohexyl)amino)methyl)pyridin-4-yl)methyl)piperidin-3-yl)carbamate